C(CCC)B(CCCC)CCCC tri(n-butyl)boron